2,6-dichloro-3-{[(2,2-dimethylpropanoyl)amino]methyl}-N-{1-[2-methyl-4-(trifluoromethoxy)phenyl]-1H-indazole-4-yl}benzamide ClC1=C(C(=O)NC2=C3C=NN(C3=CC=C2)C2=C(C=C(C=C2)OC(F)(F)F)C)C(=CC=C1CNC(C(C)(C)C)=O)Cl